N-(4-(ethylsulfonyl)benzyl)-1-((2-methoxypyridin-4-yl)methyl)-2-(trifluoromethyl)-1H-benzo[d]imidazole-5-carboxamide C(C)S(=O)(=O)C1=CC=C(CNC(=O)C2=CC3=C(N(C(=N3)C(F)(F)F)CC3=CC(=NC=C3)OC)C=C2)C=C1